OC=1C=C(C=CC1)C=1N=NN(C1)CCNC(C)=O N-[2-[4-(3-hydroxyphenyl)triazol-1-yl]ethyl]acetamide